N-methyl-(1,2,3,4-tetrahydronaphthalen-1-yl)-2-{1-[2-(5-methyl-3-trifluoromethylpyrazol-1-yl)acetyl]Piperidin-4-yl}thiazole-4-carboxamide CNC(=O)C=1N=C(SC1C1CCCC2=CC=CC=C12)C1CCN(CC1)C(CN1N=C(C=C1C)C(F)(F)F)=O